CC(CO)O 12-propanediol